FC1(OC2=C(O1)C=CC(=C2)/C=C/C(=O)N2CCN(CC2)C(C2=CC(=NC=C2)C#CC(C)(C)O)=O)F (E)-3-(2,2-difluorobenzo[d][1,3]dioxol-5-yl)-1-(4-(2-(3-hydroxy-3-methylbut-1-yn-1-yl)isonicotinoyl)piperazin-1-yl)prop-2-en-1-one